C[SiH](C1=CC=CC=C1)C dimethyl-(phenyl)monosilane